COC1=C(C=CC(=C1)CC)OC(CC1=CC=C(C=C1)OC)=O 2-(4-methoxyphenyl)acetic acid 2-methoxy-4-ethylphenyl ester